Trans-4-nitrobenzoic acid [2-(3-pyridylmethyl) quinuclidin-3-yl] ester N1=CC(=CC=C1)CC1N2CCC(C1OC(C1=CC=C(C=C1)[N+](=O)[O-])=O)CC2